(+/-)-3-(2-(3-Bromophenyl)propyl)-4-methyl-4H-1,2,4-triazole BrC=1C=C(C=CC1)[C@@H](CC1=NN=CN1C)C |r|